1-(4-(3-((2-(isopropylamino)pyridin-4-yl)methyl)-4,4-dimethyl-2,5-dioxoimidazolidin-1-yl)phenyl)cyclopentane-1-carbonitrile C(C)(C)NC1=NC=CC(=C1)CN1C(N(C(C1(C)C)=O)C1=CC=C(C=C1)C1(CCCC1)C#N)=O